6-(5-Chloropyridin-2-yl)-8-methoxy-N-((6-methylpyridazin-3-yl)methyl)quinazolin-4-amine ClC=1C=CC(=NC1)C=1C=C2C(=NC=NC2=C(C1)OC)NCC=1N=NC(=CC1)C